3-(2,6-difluoro-4-(3,9-diazaspiro[5.5]undec-3-yl)phenyl)piperidine-2,6-dione hydrochloride Cl.FC1=C(C(=CC(=C1)N1CCC2(CC1)CCNCC2)F)C2C(NC(CC2)=O)=O